N-(4-(4-(2-(3,3-difluoropyrrolidin-1-yl)-2-oxoethyl)phenyl)-1H-pyrrolo[2,3-b]pyridin-6-yl)cyclopropylcarboxamide FC1(CN(CC1)C(CC1=CC=C(C=C1)C1=C2C(=NC(=C1)NC(=O)C1CC1)NC=C2)=O)F